CC1=C(C=NC(=C1)C(F)(F)F)S(=O)(=O)N1CC2(C1)CC(CC2)N2CCOCC2 4-(2-((4-methyl-6-(trifluoromethyl)pyridin-3-yl)sulfonyl)-2-azaspiro[3.4]octan-6-yl)morpholine